CC(C(=O)[O-])CC 2-METHYLBUTYRAT